(7S)-9-(2,6-difluorophenyl)-3,7-dimethyl-16-thia-2,4,5,8-tetrazatetracyclo[8.6.0.02,6.011,15]hexadeca-1(10),3,5,8,11(15)-pentaene FC1=C(C(=CC=C1)F)C1=N[C@H](C2=NN=C(N2C=2SC=3CCCC3C12)C)C